C(C)(C)(C)OC(N[C@H]1CN(CC1)C1=C2C=NN(C2=CC=C1NC(=O)C1=NN(C(C=C1)=O)C1=C(C=CC=C1F)F)C(C)C)=O N-[(3R)-1-[5-[[1-(2,6-difluorophenyl)-6-oxo-pyridazine-3-carbonyl]amino]-1-isopropyl-indazol-4-yl]pyrrolidin-3-yl]carbamic acid tert-butyl ester